C1(C=CC=CC1)CO cyclohexane-2,4-dienemethanol